(S)-3,3-difluoro-1-(3-(trifluoromethoxy)phenyl)propan-1-amine hydrochloride Cl.FC(C[C@H](N)C1=CC(=CC=C1)OC(F)(F)F)F